(S)-5-methoxy-1-methyl-N-(6-(5-methyl-6,7-dihydro-5H-pyrrolo[2,1-c][1,2,4]triazol-3-yl)pyridin-2-yl)-1H-pyrazole-4-carboxamide COC1=C(C=NN1C)C(=O)NC1=NC(=CC=C1)C=1N2C(=NN1)CC[C@@H]2C